4-[4-[(E)-3-(3-Hydroxyphenyl)prop-2-enoyl]phenoxy]butanoic acid OC=1C=C(C=CC1)/C=C/C(=O)C1=CC=C(OCCCC(=O)O)C=C1